COC=1C=C(CN(C=2OC=C(N2)C(=O)OCC)CC2=CC(=CC=C2)OC)C=CC1 ethyl 2-(bis(3-methoxybenzyl)amino)oxazole-4-carboxylate